3-((didecylphenoxy)thiocarbonylamino-methyl)-3,5,5-trimethylcyclohexylthiocarbamic acid (didecylphenyl) ester C(CCCCCCCCC)C=1C(=C(C=CC1)OC(NC1CC(CC(C1)(C)C)(C)CNC(=S)OC1=C(C(=CC=C1)CCCCCCCCCC)CCCCCCCCCC)=S)CCCCCCCCCC